C(C1=CC=CC=C1)OCC1=NN(C(N1CC)=O)C=1C=C2C=CN(C(C2=CC1)=O)C1=C(C=CC=C1F)Cl 6-(3-((benzyloxy)methyl)-4-ethyl-5-oxo-4,5-dihydro-1H-1,2,4-triazol-1-yl)-2-(2-chloro-6-fluorophenyl)isoquinolin-1(2H)-one